Meso-Butane-1,2,3,4-tetracarboxylic dianhydride C1C(C(=O)OC1=O)C2CC(=O)OC2=O